2-bromo-1-(1-fluoroethenyl)-4-methylbenzene BrC1=C(C=CC(=C1)C)C(=C)F